(2-bromo-4-chlorophenyl)acetic acid tert-butyl ester C(C)(C)(C)OC(CC1=C(C=C(C=C1)Cl)Br)=O